C(#N)C1=C(C=CC(=N1)C(=O)NC)N1CCN(CC1)CC1=CN=C(N1C)NC(=O)NCC 6-cyano-5-(4-((2-(3-ethylureido)-1-methyl-1H-imidazol-5-yl)methyl)piperazin-1-yl)-N-methylpicolinamide